S(C1=C(C(OC1OCC)=O)Br)C1=C(C(OC1OCC)=O)Br 4,4'-thiobis[5-ethoxy-3-bromo-2(5H)furanone]